methyl-(4-(N-(1-methylcyclopropyl)sulfamoyl)-2-nitrophenyl)carbamic acid ethyl ester C(C)OC(N(C1=C(C=C(C=C1)S(NC1(CC1)C)(=O)=O)[N+](=O)[O-])C)=O